C(CCC)OC=1C=C(C=CC1)C1=C(C=C(C(=C1)F)C1=NC2=CC=C(C=C2C(=C1)C(=O)O)F)F 2-(3'-butoxy-2,5-difluoro-[1,1'-biphenyl]-4-yl)-6-fluoroquinoline-4-carboxylic acid